ButylCalcium C(CCC)[Ca]